CC1(CC(CC=C1)(C)C)CCl 2,6,6-trimethyl-2-chloromethylcyclohexene